2-phenyl-[1,2,4]triazolo[1,5-a]pyrimidine-5,7-diol C1(=CC=CC=C1)C1=NN2C(N=C(C=C2O)O)=N1